ClC=1C=C2C(=NC(=NC2=C(C1C1=CC=CC2=C1N=C(S2)N)F)OC[C@H]2N(CCC2)C)N2CCC(CCC2)NC2CC2 4-(6-chloro-4-(4-(cyclopropylamino)azepan-1-yl)-8-fluoro-2-(((S)-1-methyl-pyrrolidin-2-yl)methoxy)-quinazolin-7-yl)benzo[d]-thiazol-2-amine